sodium silicate hydrate O.[Si]([O-])([O-])([O-])[O-].[Na+].[Na+].[Na+].[Na+]